tert-butyl (S)-(1-(((1H-indol-4-yl)methyl)amino)-3-methoxy-1-oxopropan-2-yl)carbamate N1C=CC2=C(C=CC=C12)CNC([C@H](COC)NC(OC(C)(C)C)=O)=O